iodosulfamic acid INS(O)(=O)=O